C(C)(C)(C)OC(=O)N[C@H]1CC[C@@H](C[C@@H]2N(C1=O)[C@@H](CC2)C(=O)OC)CCC methyl (3S,6S,9S,10aR)-6-((tert-butoxycarbonyl)amino)-5-oxo-9-propyldecahydropyrrolo[1,2-a]azocine-3-carboxylate